Dec-9-ynal C(CCCCCCCC#C)=O